3-(difluoromethyl)-2-[3-(2,2,2-trifluoroethyl)-1H-1,2,4-triazol-5-yl]pyridine FC(C=1C(=NC=CC1)C1=NC(=NN1)CC(F)(F)F)F